ClC=1C=C2C(=NC1OC)C(=C(N2C)C=2NC(=NN2)[C@H](C)N(C)C)N2C=NC=C2 (S)-1-(5-(6-chloro-3-(1H-imidazol-1-yl)-5-methoxy-1-methyl-1H-pyrrolo[3,2-b]pyridin-2-yl)-4H-1,2,4-triazol-3-yl)-N,N-dimethylethan-1-amine